FC1=C(C=CC(=C1)S(=O)(=O)C)N1CCC(CC1)N(C=1C=NC=CC1OC)C1=CC=C(C=C1)C(F)(F)F N-(1-(2-Fluoro-4-(methylsulfonyl)phenyl)piperidin-4-yl)-4-methoxy-N-(4-(trifluoromethyl)phenyl)pyridin-3-amine